O1COC2=C1C=CC(=C2)CN benzo[d][1,3]dioxol-5-ylmethanamine